2-(sec-butylamino)-1-(4-(3-isopropyl-2-(1H-pyrazolo[3,4-b]pyridin-4-yl)-1H-indol-5-yl)piperidin-1-yl)ethan-1-one C(C)(CC)NCC(=O)N1CCC(CC1)C=1C=C2C(=C(NC2=CC1)C1=C2C(=NC=C1)NN=C2)C(C)C